C1(CC1)C1=CC(=C(C(=C1)C)C1=CC(=C(C(=C1)C(F)(F)F)F)CCC(=O)[O-])O 3-(4'-cyclopropyl-4-fluoro-2'-hydroxy-6'-methyl-5-(trifluoromethyl)-[1,1'-biphenyl]-3-yl)propanoate